sodium mercaptobenzothiazole C1=CC=C2C(=C1)N=C(S2)[S-].[Na+]